C(C)(=O)N1CCC(CC1)N1N=CC(=C1)C(=O)NC1=CC(=CC(=C1)S(=O)(=O)C)Cl 1-(1-acetylpiperidin-4-yl)-N-(3-chloro-5-(methylsulfonyl)phenyl)-1H-pyrazole-4-carboxamide